NCCC[Zr](OCC)(OCC)OCC aminopropyltriethoxyzirconium (IV)